tert-butyl 4-(5-((7-ethynyl-4-oxo-3,4-dihydrophthalazin-1-yl)methyl)-2-fluorobenzoyl)piperazine-1-carboxylate C(#C)C1=CC=C2C(NN=C(C2=C1)CC=1C=CC(=C(C(=O)N2CCN(CC2)C(=O)OC(C)(C)C)C1)F)=O